m-xylene-2,5-diamine C1(=C(C(=CC(=C1)N)C)N)C